COC(=C[SiH2]C)OC dimethoxyvinyl-methyl-silane